methyl pivalate phosphate P(=O)(O)(O)O.C(C(C)(C)C)(=O)OC